NC1=CC2=C(N(CN2CCC(C)O)C)C=C1 5-Amino-3-(3-hydroxybutyl)-1-methyl-1H-benzo[d]imidazol